(3-fluoro-5-methoxy-4-(3-(1-methyl-1H-pyrazol-4-yl)-1H-pyrazolo[3,4-c]pyridin-5-yl)phenyl)-2-(pyrrolidin-1-yl)acetamide FC=1C=C(C=C(C1C=1C=C2C(=CN1)NN=C2C=2C=NN(C2)C)OC)C(C(=O)N)N2CCCC2